6'-amino-1'-methyl-2'-oxospiro[cyclopentane-1,3'-indoline]-5'-carboxylic acid methyl ester COC(=O)C=1C=C2C3(C(N(C2=CC1N)C)=O)CCCC3